COC(=O)C=1C=NC(=CC1)N[C@@H](C)C=1C=C2C(=NC1)NC=C2 6-{[(1S)-1-{1H-pyrrolo[2,3-b]pyridin-5-yl}ethyl]amino}pyridine-3-carboxylic acid methyl ester